The molecule is the dianion obtained by removal of the two acidic protons from the phosphate group of 2-amino-5-formylamino-6-(1-D-ribosylamino)pyrimidin-4(3H)-one 5'-phosphate. It is an aminopyrimidine, a pyrimidone, a N-glycosyl compound, a ribose monophosphate, a member of formamides and an organophosphate oxoanion. It is a conjugate base of a 2-amino-5-formylamino-6-(1-D-ribosylamino)pyrimidin-4(3H)-one 5'-phosphate. C([C@@H]1[C@H]([C@H]([C@@H](O1)NC2=C(C(=O)NC(=N2)N)NC=O)O)O)OP(=O)([O-])[O-]